OCCC[C@@H]1CN(CCC1)C(=O)OC(C)(C)C (R)-tert-butyl 3-(3-hydroxypropyl)piperidine-1-carboxylate